CCCCCCCCCC/C=C\CCCCCCCCCC(=O)O[C@H](COC(=O)CCCCCCC/C=C\CCCCCCCC)COP(=O)(O)OC[C@H](CO)O 1-(9Z-octadecenoyl)-2-(11Z-docosenoyl)-glycero-3-phospho-(1'-sn-glycerol)